ClC1=NC=CC2=C1SC1=C2C=CC(=C1C)Cl 1,7-dichloro-8-methylbenzo[4,5]thieno[2,3-C]pyridine